pyrimidine-5-carbaldehyde N1=CN=CC(=C1)C=O